4,6-Difluorophenoxy-difluoroacetic acid FC1=CC=C(OC(C(=O)O)(F)F)C(=C1)F